C(C)(C)(C)OC(=O)N1C=C(C=2C1=NC=CC2Br)C(CCOC)=O 4-bromo-3-(3-methoxypropionyl)-1H-pyrrolo[2,3-b]pyridine-1-carboxylic acid tert-butyl ester